2-(4-bromo-3-methyl-2-nitro-anilino)butyric acid BrC1=C(C(=C(NC(C(=O)O)CC)C=C1)[N+](=O)[O-])C